NC(CNC(CC(C(=O)O)(CC(=O)NCCNC(CCC(=O)C(=O)O)=O)O)=O)C(=O)O 2-[2-[(2-amino-2-carboxyethyl)amino]-2-oxoethyl]-4-[2-[(4-carboxy-4-oxobutanoyl)amino]ethylamino]-2-hydroxy-4-oxobutanoic acid